N(=C=S)C1=NC=C(C=C1)OC1CCOCC1 2-isothiocyanato-5-((tetrahydro-2H-pyran-4-yl)oxy)pyridine